tert-butyl (1-(5-(3-cyano-6-(2-hydroxy-2-methylpropoxy)pyrazolo[1,5-a]pyridin-4-yl)pyridin-2-yl)pyrrolidin-3-yl)carbamate C(#N)C=1C=NN2C1C(=CC(=C2)OCC(C)(C)O)C=2C=CC(=NC2)N2CC(CC2)NC(OC(C)(C)C)=O